4-((2,6-difluoro-4-(3-methyl-1H-1,2,4-triazol-1-yl)benzyl)oxy)phenyl sulfurofluoridate S(OC1=CC=C(C=C1)OCC1=C(C=C(C=C1F)N1N=C(N=C1)C)F)(=O)(=O)F